2-methylhexadecan-2-ol CC(C)(CCCCCCCCCCCCCC)O